4-methoxy-3-chloro-N-(4-(N-(3-chloro-2-methylphenyl)sulfamoyl)phenyl)benzenesulfonamide COC1=C(C=C(C=C1)S(=O)(=O)NC1=CC=C(C=C1)S(NC1=C(C(=CC=C1)Cl)C)(=O)=O)Cl